lithium perfluoromethylsulfonate FC(S(=O)(=O)[O-])(F)F.[Li+]